CC=1N(N=C2C3=C(C(=CC12)O)C=CC=C3)C3=CC=NC=C3 3-methyl-2-(pyridin-4-yl)-2H-benzo[g]indazol-5-ol